N-((7-(5-(difluoromethyl)-1,3,4-oxadiazol-2-yl)imidazo[1,2-a]pyridin-2-yl)methyl)-N-phenyl-4-propionylpiperazine-1-carboxamide FC(C1=NN=C(O1)C1=CC=2N(C=C1)C=C(N2)CN(C(=O)N2CCN(CC2)C(CC)=O)C2=CC=CC=C2)F